CN1C(C(=CC2=NC=CC(=C12)OCC1(CC1)S(=O)(=O)C1(COC(OC1)(C)C)C)C(=O)O)=O 1-methyl-2-oxo-8-((1-((2,2,5-trimethyl-1,3-dioxan-5-yl)sulfonyl)cyclopropyl)methoxy)-1,2-dihydro-1,5-naphthyridine-3-carboxylic acid